P(=O)(O)(O)OC[C@@H]1[C@H]([C@H]([C@@](O1)(N1C=NC=2C(N)=NC=NC12)C1[C@@H](O)[C@H](O)[C@H](O)CO1)O)O arabinosyl-adenosine monophosphate